C(N)(OC(C(=O)NCC1=CC=C(C=C1)CSC1=NC(=C(C(=C1C#N)CC)C#N)N1CCN(CCC1)C)C(C)(C)C)=O (tert-butyl 2-((4-(((3,5-dicyano-4-ethyl-6-(4-methyl-1,4-diazepan-1-yl) pyridin-2-yl) thio) methyl) benzyl) amino)-2-oxoethyl) carbamate